N-(4-(2-aminoprop-2-yl)cyclohexyl)-4-(4,4-dimethylcyclohexyl)aniline NC(C)(C)C1CCC(CC1)NC1=CC=C(C=C1)C1CCC(CC1)(C)C